6-(3-pyridylamino)pyrimidine-5-carboxylic acid N1=CC(=CC=C1)NC1=C(C=NC=N1)C(=O)O